FC1=C(C=CC=C1)C(C)(C)C1=NOC(=N1)C1=NC(=CC(=N1)O)OC 2-{3-[2-(2-Fluorophenyl)propan-2-yl]-1,2,4-oxadiazol-5-yl}-6-methoxypyrimidin-4-ol